4-(3-methyl-7-oxo-2-(o-tolyl)-4,7-dihydropyrazolo[1,5-a]pyrimidin-5-yl)benzonitrile CC=1C(=NN2C1NC(=CC2=O)C2=CC=C(C#N)C=C2)C2=C(C=CC=C2)C